N-[(6-Amino-2-pyridyl)sulfonyl]-2-[(2S,5R)-2,5-dimethylpyrrolidin-1-yl]-6-(6-isobutoxy-2-pyridyl)pyridin-3-carboxamid NC1=CC=CC(=N1)S(=O)(=O)NC(=O)C=1C(=NC(=CC1)C1=NC(=CC=C1)OCC(C)C)N1[C@H](CC[C@H]1C)C